2-amino-N-[(3R,4R)-4-[4-(2-hydroxy-4-methoxybenzoyl)benzamido]pyrrolidin-3-yl]pyrimidine-4-carboxamide NC1=NC=CC(=N1)C(=O)N[C@@H]1CNC[C@H]1NC(C1=CC=C(C=C1)C(C1=C(C=C(C=C1)OC)O)=O)=O